1-[(1S)-1-(3,5-difluorophenyl)propyl]-2-(1-ethyl-1H-pyrazol-3-yl)-5-{[4-(6-fluoro-2-methylpyridin-3-yl)phenyl]methyl}-6-hydroxy-1,4-dihydropyrimidin-4-one FC=1C=C(C=C(C1)F)[C@H](CC)N1C(=NC(C(=C1O)CC1=CC=C(C=C1)C=1C(=NC(=CC1)F)C)=O)C1=NN(C=C1)CC